4-{2-[(5-fluoropyridin-2-yl)amino]-2-oxoethyl}-5,8-dioxo-6-(propan-2-yl)-5,6,7,8-tetrahydro-4H-pyrazolo[1,5-a]pyrrolo[3,4-d]pyrimidine-2-carboxamide FC=1C=CC(=NC1)NC(CN1C=2N(C(C3=C1C(N(C3)C(C)C)=O)=O)N=C(C2)C(=O)N)=O